3-({2-fluoro-3-[(methylsulfamoyl)methyl]phenyl} methyl)-2-oxo-3,4-dihydro-2H-1,3-benzoxazin-7-yl N,N-dimethylcarbamate CN(C(OC1=CC2=C(CN(C(O2)=O)CC2=C(C(=CC=C2)CS(NC)(=O)=O)F)C=C1)=O)C